7'-bromo-2',3'-dihydro-1'H-spiro[cyclopropane-1,4'-isoquinoline] BrC1=CC=C2C3(CNCC2=C1)CC3